C(C)(=O)O[C@@H]1[C@H](O[C@@H]([C@H]([C@@H]1OC(C)=O)OC(C)=O)CCP(=O)(OCC)OCC)OC1=CC=C(C=C1)N=[N+]=[N-] (2R,3S,4S,5R,6R)-2-(4-azidophenoxy)-6-(2-(diethoxyphosphoryl)ethyl)tetrahydro-2H-pyran-3,4,5-triyl triacetate